COC([C@H](N[C@@]1(O[C@H](C[C@@H]1OC([C@H](N)C(C)C)=O)N1C2=NC(=NC(=C2N=C1)N)F)C#C)C(C)C)=O ((2R,3s,5r)-3-((D-valyl)oxy)-5-(6-amino-2-fluoro-9H-purin-9-yl)-2-ethynyl-tetrahydrofuran-2-yl)D-valine methyl ester